C(C)(C)(C)OC(=O)N1CCC(CC1)CNC=1C=2N(C=C(N1)C1=CC=NC=C1)C=C(N2)C(NC)=O 4-[(2-Methylcarbamoyl-6-pyridin-4-yl-imidazo[1,2-a]pyrazin-8-ylamino)-methyl]-piperidine-1-carboxylic acid tert-butyl ester